4-(5-((cis)-3-(trifluoromethoxy)cyclobutyl)-1,3,4-oxadiazol-2-yl)bicyclo[2.2.2]octan-1-amine FC(O[C@H]1C[C@H](C1)C1=NN=C(O1)C12CCC(CC1)(CC2)N)(F)F